1-(benzyloxy)-4-(isothiocyanatomethyl)-Benzene C(C1=CC=CC=C1)OC1=CC=C(C=C1)CN=C=S